methyl 6-bromo-3-fluoroimidazo[1,2-a]pyridine-8-carboxylate BrC=1C=C(C=2N(C1)C(=CN2)F)C(=O)OC